(2,6-dimethylphenyl)methanol tert-butyl-2-(3-(3-fluoro-5-(trifluoromethyl)benzyl)phenyl)hydrazine-1-carboxylate C(C)(C)(C)N(NC1=CC(=CC=C1)CC1=CC(=CC(=C1)C(F)(F)F)F)C(=O)OCC1=C(C=CC=C1C)C